(3Z)-6-[(tetrahydro-2H-pyran-2-yl)oxy]-3-hexenyl-magnesium chloride O1C(CCCC1)OCC\C=C/CC[Mg]Cl